6-((cyclohexyloxy)methoxy)-5'-methyl-4-pentyl-1',2',3',4'-tetrahydro-[1,1'-biphenyl]-2-ol C1(CCCCC1)OCOC=1C=C(C=C(C1C1CCCC(=C1)C)O)CCCCC